COC(CN1N=NC(=C1)CN1C(N(C2(C1)CCC(CC2)(C2=CC=CC=C2)N(C)C)CC2(CCC2)O)=O)=O cis-2-(4-((8-(dimethylamino)-1-((1-hydroxycyclobutyl)methyl)-2-oxo-8-phenyl-1,3-diazaspiro[4.5]decan-3-yl)methyl)-1H-1,2,3-triazol-1-yl)acetic acid methyl ester